OCCNC1=CC(=C2C(=N1)C=C(S2)C2=CC=NN2)NCC(CO)(C)C 3-(5-(2-hydroxyethylamino)-2-(1H-pyrazol-5-yl)thieno[3,2-b]pyridin-7-ylamino)-2,2-dimethyl-1-propanol